O[C@H](C)C1=NC=2C(=C3C(=NC2)N(C=C3)S(=O)(=O)C3=CC=CC=C3)N1C1CN(CC1)[C@@H](C#N)C (R)-3-(2-((R)-1-hydroxyethyl)-6-(benzenesulfonyl)imidazo[4,5-d]Pyrrolo[2,3-b]Pyridin-1(6H)-yl)pyrrolidin-1-ylpropanenitrile